C1=CC=CC=2C=C(C3=C(C4=C(O3)C=CC=C4)C12)C1=CC=C(C=C1)N(C1=CC=C(C=C1)C1=CC=C(C=C1)C1=CC=CC=C1)C1=CC=C(C=C1)C1=CC=2C=CC=CC2C=2C4=C(OC21)C=CC=C4 N,N-bis[4-(benzo[b]naphtho[1,2-d]furan-6-yl)phenyl]-4-amino-p-terphenyl